C(=O)(OC(C)(C)C)NC(C(CC1C(NCC1)=O)N)=O N-Boc-alpha-amino-2-oxo-3-pyrrolidinepropionamide